BrC1=CC(=C(C(=C1)C(F)(F)F)N[C@H]1[C@H](CCCC1)NC(=O)C1=CN=CC2=CC=CC=C12)C(=O)N1CCCCC1 N-((1S,2R)-2-((4-bromo-2-(piperidine-1-carbonyl)-6-(trifluoromethyl)phenyl)amino)cyclohexyl)isoquinoline-4-carboxamide